methyl 4-{[3-(4-{[(3R,4S)-3-fluoro-1-(2-methoxyethyl)piperidin-4-yl]amino}-1-(2,2,2-trifluoroethyl)-1H-indol-2-yl)prop-2-yn-1-yl]amino}-3-methoxybenzoate F[C@@H]1CN(CC[C@@H]1NC1=C2C=C(N(C2=CC=C1)CC(F)(F)F)C#CCNC1=C(C=C(C(=O)OC)C=C1)OC)CCOC